COC1=CC=C2C=CC=NC2=C1 7-methoxyQuinoline